ClC=1C=C(C=CC1C(=O)N1CCN(CC1)C(=O)C1CCNCC1)NC(=O)C=1N(C(=CN1)C1=C(C(=C(C=C1)C=1C=NN(C1C)CCOC)C)F)C N-[3-chloro-4-[4-(piperidine-4-carbonyl)piperazine-1-carbonyl]phenyl]-5-[2-fluoro-4-[1-(2-methoxy-ethyl)-5-methyl-pyrazol-4-yl]-3-methyl-phenyl]-1-methyl-imidazole-2-carboxamide